CC1(N(C(N(C1=O)C1=CC(=C(C=C1)C1(CC1)C#N)F)=O)CC1=C2C(=NC=C1)NC(C2)=O)C 1-(4-(4,4-dimethyl-2,5-dioxo-3-((2-oxo-2,3-dihydro-1H-pyrrolo[2,3-b]pyridin-4-yl)methyl)imidazolidin-1-yl)-2-fluorophenyl)cyclopropane-1-carbonitrile